glycidyl glycidate C(C1CO1)(=O)OCC1CO1